5-(2-(1H-indol-3-yl)ethyl)-6-((1-methylpiperidin-4-yl)methyl)-5,6,7,8-Tetrahydro-[1,3]dioxazolo[4,5-g]isoquinoline N1C=C(C2=CC=CC=C12)CCC1N(CCC=2C=C3C(=CC12)ONO3)CC3CCN(CC3)C